C(C1=CC=CC=C1)N([C@@H](C)C(=O)O)P(=O)(OC1=CC=CC=C1)OC1=C(C(=C(C(=C1F)F)F)F)F.BrC1=C(C=C(C(=C1)Br)OC)S(=O)(=O)NC(CNC1=CC=CC=C1)CCCC 2,4-Dibromo-5-methoxy-N-(1-(phenylamino)hex-2-yl)benzenesulfonamide Benzyl-((Perfluorophenoxy)(phenoxy)phosphoryl)-L-alaninate